(E)-3-((4-(2-((1-(4-fluorobenzyl)piperidin-4-yl)methylene)-1-oxo-2,3-dihydro-1H-inden-5-yl)-3,6-dihydropyridin-1(2H)-yl)methyl)-1H-indole-5-carbonitrile FC1=CC=C(CN2CCC(CC2)\C=C/2\C(C3=CC=C(C=C3C2)C=2CCN(CC2)CC2=CNC3=CC=C(C=C23)C#N)=O)C=C1